C(CCCCCC\C=C\C=CC)O trans-8,10-dodecadienol